FC=1C=C2C(=NC1)N(C=C2C2CN(CC2)C=2C=CC1=C(N=C(O1)N1CC3OC(C1)C3)C2)C 3-(5-(3-(5-fluoro-1-methyl-1H-pyrrolo[2,3-b]pyridin-3-yl)pyrrolidin-1-yl)benzo[d]oxazol-2-yl)-6-oxa-3-azabicyclo[3.1.1]heptane